N[C@@H]1C2=CC=CC=C2CC12CCN(CC2)C=2C=C(C(=O)O)C=C(N2)C (S)-2-(1-amino-1,3-dihydrospiro[indene-2,4'-piperidine]-1'-yl)-6-methyl-isonicotinic acid